NC1=C(C(=NN1CC)C=1C=CC(=NC1)CC(=O)OC)C#N Methyl 2-[5-(5-amino-4-cyano-1-ethyl-pyrazol-3-yl)-2-pyridyl]acetate